C(C)(=O)N1CCC(CC1)N1N=CC(=C1F)C=1C=C(C=2N(C1)N=CC2C#N)SC2=NC=CC=C2F 6-(1-(1-acetylpiperidin-4-yl)-5-fluoro-1H-pyrazol-4-yl)-4-((3-fluoropyridin-2-yl)thio)pyrazolo[1,5-a]pyridine-3-carbonitrile